C[N+]1(CCCC1)C N,N-Dimethylpyrrolidinium